Cl.NC[C@H]1CN(C(O1)=O)C1=CC=C(C=C1)N1C(COCC1)=O (S)-4-(4-(5-(aminomethyl)-2-oxooxazolidin-3-yl)phenyl)morpholin-3-one hydrochloride